C12CN(CC(O1)C2)C2=CC=C(C=C2)N2N=CC1=CC(=C(C(=C21)F)O)F 1-(4-(6-Oxa-3-azabicyclo[3.1.1]heptan-3-yl)phenyl)-5,7-difluoro-1H-indazol-6-ol